7-amino-6-bromo-N-((5-cyano-2-pyridinyl)methyl)-N-((1R)-1-(2-pyrimidinyl)ethyl)-1,8-naphthyridine-3-carboxamide NC1=C(C=C2C=C(C=NC2=N1)C(=O)N([C@H](C)C1=NC=CC=N1)CC1=NC=C(C=C1)C#N)Br